COC=1C=C(C=C2CN(CC(C2=O)C=2C=NC=CC2)C)C=C(C1OC)OC 3-(3,4,5-trimethoxybenzylidene)-5-(3-pyridinyl)-N-methyl-4-piperidone